ClC1=C([O-])C=CC(=C1)Cl 2,4-dichlorophenoxide